1-(2-((2-fluoro-4-((2-(2,3,5,6-tetrafluorophenyl)propan-2-yl)sulfonyl)phenyl)thio)-5-methoxy-6-((5-methyl-1H-pyrazol-3-yl)amino)pyrimidin-4-yl)pyrrolidin-3-yl acetate C(C)(=O)OC1CN(CC1)C1=NC(=NC(=C1OC)NC1=NNC(=C1)C)SC1=C(C=C(C=C1)S(=O)(=O)C(C)(C)C1=C(C(=CC(=C1F)F)F)F)F